(2S,3R)-1-(4,6-bis(trifluoromethyl)pyridin-2-yl)-N-(3-chloro-4-fluorophenyl)-3-hydroxypyrrolidine-2-carboxamide FC(C1=CC(=NC(=C1)C(F)(F)F)N1[C@@H]([C@@H](CC1)O)C(=O)NC1=CC(=C(C=C1)F)Cl)(F)F